3,6-diamino-9(10H)-acridone NC=1C=CC=2C(C3=CC=C(C=C3NC2C1)N)=O